3-methyl-7-propan-2-ylbicyclo[2.2.2]oct-2-ene-5-carbaldehyde CC1=CC2CC(C1CC2C(C)C)C=O